(5-isopropylpyrimidin-4-yl)boronic acid C(C)(C)C=1C(=NC=NC1)B(O)O